FC=1C=C(C=C(C1OCCCC(=O)O)F)C1=CC(=CC=C1)OC(C)C 4-(3,5-difluoro-3'-isopropoxy-biphenyl-4-yloxy)-butyric acid